N1CC(C1)OC1=C(CNC(=O)[C@H]2N(C[C@@H](C2)O)C([C@H](C(C)(C)C)NC(=O)C2(CC2)F)=O)C=CC(=C1)C1=C(N=CS1)C (2S,4r)-N-(2-(azetidin-3-yloxy)-4-(4-methylthiazol-5-yl)benzyl)-1-((S)-2-(1-fluorocyclopropane-1-carboxamido)-3,3-dimethylbutyryl)-4-hydroxypyrrolidine-2-carboxamide